ClC1=C2CC(CC2=CC=C1Cl)NC=1C=CC(=NC1)[C@@H](C(F)(F)F)N(C(=O)C1CNC(CO1)=O)C N-((1S)-1-(5-((4,5-Dichloro-2,3-dihydro-1H-inden-2-yl)amino)pyridin-2-yl)-2,2,2-trifluoroethyl)-N-methyl-5-oxomorpholine-2-carboxamide